O(P([O-])(=O)OP(=O)([O-])[O-])CCCCCCCCCCCC.[Na+].[Na+].[Na+] sodium dodecyl diphosphate